C(C)N1CCN(CC1)CC1=CC=C(C=C1)NC(=O)N1CCCCC1 N-(4-(4-ethylpiperazin-1-yl)methylphenyl)piperidine-1-carboxamide